N-(2-(8-acetyl-3,8-diazabicyclo[3.2.1]octan-3-yl)-5-(4-(2,6-dichloro-3,5-dimethoxyphenyl)imidazo[1,2-a][1,6]naphthyridin-8-yl)-4-methoxyphenyl)acrylamide C(C)(=O)N1C2CN(CC1CC2)C2=C(C=C(C(=C2)OC)C2=NC=C1C=C(C=3N(C1=C2)C=CN3)C3=C(C(=CC(=C3Cl)OC)OC)Cl)NC(C=C)=O